6-[5-fluoro-3-(4-piperidinyl)cinnolin-7-yl]-2-methyl-imidazo[1,2-b]pyridazine-8-carbonitrile hydrochloride Cl.FC1=C2C=C(N=NC2=CC(=C1)C=1C=C(C=2N(N1)C=C(N2)C)C#N)C2CCNCC2